C1(OC(C(F)O1)F)=O cis-bis-fluoroethylene carbonate